CC1=CC=C(C=C1)C=1C=C(N)C=CC1C1=CC=C(C=C1)C 3,4-bis(4-methylphenyl)aniline